ClC1=C(C(=C(C=C1OC)OC)Cl)C1=NC(=C2C=C(N=CC2=C1)N[C@@H]1COCC[C@@H]1NC(C=C)=O)N1CC(C1)(C)OC N-((3S,4S)-3-((7-(2,6-dichloro-3,5-dimethoxyphenyl)-5-(3-methoxy-3-methylazetidin-1-yl)-2,6-naphthyridin-3-yl)amino)tetrahydro-2H-pyran-4-yl)acrylamide